C(#N)C=1C(=NC(=C(C1CC)C#N)N1C[C@H](CC1)O)SC(C(=O)N)C1=CC=C(C=C1)OC 2-((3,5-dicyano-4-ethyl-6-((S)-3-hydroxypyrrolidin-1-yl)pyridin-2-yl)thio)-2-(4-methoxyphenyl)acetamide